(S)-quinuclidin-3-yl (3,3-dimethyl-5-(3-(trifluoromethoxy)phenyl)-2,3-dihydro-1H-inden-1-yl)carbamate CC1(CC(C2=CC=C(C=C12)C1=CC(=CC=C1)OC(F)(F)F)NC(O[C@@H]1CN2CCC1CC2)=O)C